N-(1,3-dimethylbutyl)-N'-phenyl p-phenylenediamine (4-bromobut-2-enoyl)-N-methyl-L-alaninate BrCC=CC(=O)OC([C@@H](NC)C)=O.CC(CC(C)C)NC1=CC=C(C=C1)NC1=CC=CC=C1